1-(3-fluoro-4-methoxyphenyl)-1H-imidazo[4,5-b]pyridin-2(3H)-one FC=1C=C(C=CC1OC)N1C(NC2=NC=CC=C21)=O